13-hexadecadienal CCCC(=O)CCCCCCCCC=CC=C